OC=1C=C2C=C(NC2=CC1)CC(=O)[O-] 5-Hydroxy-indolacetate